NCCOCCC(=O)NCCCNC=1C=C(C=CC1)[C@@H](C(=O)N[C@@H](C(=O)NCC1=C(C=C(C=C1F)O)F)CCCN\C(=N/C(NCC)=O)\N)N1CC2=CC=CC=C2C1 (R)-2-((S)-2-(3-((3-(3-(2-aminoethoxy)propanamido)propyl)amino)phenyl)-2-(isoindolin-2-yl)acetamido)-N-(2,6-difluoro-4-hydroxybenzyl)-5-((Z)-2-(ethylcarbamoyl)guanidino)pentanamide